(4aS)-1-[(3-Fluorophenyl)methyl]-4-hydroxy-7,7-dimethyl-N-[5-methyl-2-(trifluoromethyl)furan-3-yl]-2-oxo-5,6-dihydro-4aH-pyrrolo[1,2-b]pyridazine-3-carboxamide FC=1C=C(C=CC1)CN1N2[C@H](C(=C(C1=O)C(=O)NC1=C(OC(=C1)C)C(F)(F)F)O)CCC2(C)C